(R)-[8-(6-chloro-7-methoxycinnolin-4-yl)-2,8-diazaspiro[4.5]decan-2-yl](imino)methyl-λ6-sulfanone ClC=1C=C2C(=CN=NC2=CC1OC)N1CCC2(CCN(C2)[SH2](=O)C=N)CC1